(l)-3-(2-(4-nitrobenzoyl)-1,2,3,4-tetrahydroisoquinolin-5-yl)-3-(4-methoxyphenyl)phenylpropionic acid ethyl ester C(C)OC(C(C)C=1CC(C=CC1)(C1=CC=C(C=C1)OC)C1=C2CCN(CC2=CC=C1)C(C1=CC=C(C=C1)[N+](=O)[O-])=O)=O